ClC1=C(C=2N=CN=C(C2S1)SCC(=O)O)C1CC1 2-[(6-Chloro-7-cyclopropylthieno[3,2-d]pyrimidin-4-yl)thio]acetic acid